C(C1=CC=C(C=C1)N1C(C=CC1=O)=O)C1=CC=C(C=C1)N1C(C=CC1=O)=O N,N'-(methylenedi-p-phenylene)bismaleimide